OCCN(C1=CC=CC=C1)CCO Bis(hydroxyethyl)aniline